8-methylimidazo[1,2-f]phenanthridine CC1=CC=CC=2N3C(C=4C=CC=CC4C12)=NC=C3